C(C1=CN=CC=C1)(=O)OC1=C(C(=CC(=C1)Br)C=NC1=CC(=CC(=C1)Cl)Cl)OC(C(C)C)=O 5-bromo-3-((3,5-dichlorophenylimino)-methyl)-2-(isobutyryl-oxy)phenyl nicotinate